C(C)(SCC1=CC=C(C=C1)CNC(=O)OCC1C2=CC=CC=C2C=2C=CC=CC12)=O S-(4-(((((9H-fluoren-9-yl) methoxy) carbonyl) amino) methyl) benzyl) ethanethioate